(5-FLUORO-2-[3-(PYRROLIDIN-1-YL)PROPOXY]PHENYL)BORANEDIOL FC=1C=CC(=C(C1)B(O)O)OCCCN1CCCC1